ClC=1C=CC(=NC1)C=1C=C(C(=O)O)C=CC1NC1=CC=C(C=C1)C(F)(F)F 3-(5-chloro-2-pyridyl)-4-[4-(trifluoromethyl)anilino]benzoic acid